2-chloro-6-(2-hydroxy-2-methylpropyloxy)-N-(2-(trifluoromethyl)pyridin-4-yl)pyrimidine-4-carboxamide ClC1=NC(=CC(=N1)C(=O)NC1=CC(=NC=C1)C(F)(F)F)OCC(C)(C)O